(2R)-morpholine-2-carboxylic acid methyl ester COC(=O)[C@H]1CNCCO1